ClC=1C(=NC(=CC1N)C1=C(C(=C(C=C1)Cl)OC)F)C=1OC(=CN1)OC 3-chloro-6-(4-chloro-2-fluoro-3-methoxyphenyl)-2-(5-methoxyoxazol-2-yl)pyridin-4-amine